6-chloro-7-methoxy-4-(3-phenyl-1H-pyrazol-4-yl)pyrido[3,2-D]pyrimidine ClC=1C(=CC=2N=CN=C(C2N1)C=1C(=NNC1)C1=CC=CC=C1)OC